(4aR,6R,7R,8R)-7-hydroxy-2,2-dimethyl-8-(4-(3,4,5-trifluorophenyl)-1H-1,2,3-triazol-1-yl)hexahydropyrano[3,2-d][1,3]dioxine-6-carboxylic acid O[C@@H]1[C@H](C2OC(OC[C@H]2O[C@H]1C(=O)O)(C)C)N1N=NC(=C1)C1=CC(=C(C(=C1)F)F)F